(3-(tert-butoxycarbonyl)-5-methyl-1-(methyl-d3)-1H-pyrazol-4-yl)boronic acid C(C)(C)(C)OC(=O)C1=NN(C(=C1B(O)O)C)C([2H])([2H])[2H]